C1(CC1)C=1C=NC(=NC1)NCC1N(C2CC(C1C)C2)C(C2=C(C=CC(=C2)F)N2N=CC=N2)=O cis-5-cyclopropyl-N-({2-[5-fluoro-2-(2H-1,2,3-triazol-2-yl)benzoyl]-4-methyl-2-azabicyclo[3.1.1]hept-3-yl}methyl)pyrimidin-2-amine